7-fluoro-5-methyl-4-(1-methyl-1H-1,2,4-triazol-3-yl)-2-(piperidin-1-ylsulfonyl)-1H-benzo[d]imidazole FC1=CC(=C(C2=C1NC(=N2)S(=O)(=O)N2CCCCC2)C2=NN(C=N2)C)C